C(C1=CC=CC=C1)OC(=O)C=1N(C=CC1C1=CC=C(C=C1)C1CCN(CC1)C(C)=O)S(NC(=O)OCC1=CC=CC=C1)(=O)=O 3-[4-(1-acetyl-4-piperidinyl)phenyl]-1-(benzyloxycarbonyl-sulfamoyl)pyrrole-2-carboxylic acid benzyl ester